BrCC=CC#C[Si](C)(C)C (5-bromopent-3-en-1-yn-1-yl)trimethylsilane